(4-chloro-6-(4-((2,3-dihydrobenzo[b][1,4]di-oxin-6-yl)oxy)piperidin-1-yl)-5-methylpyrimidin-2-yl)methanol ClC1=NC(=NC(=C1C)N1CCC(CC1)OC1=CC2=C(OCCO2)C=C1)CO